N1CC(C1)N1CCN(CC1)CC1CCN(CC1)C=1C=CC(=NC1)NC(=O)C1CCN(CC1)C1=CC(=C(C=C1)C#N)C(F)(F)F N-(5-(4-((4-(azetidin-3-yl)piperazin-1-yl)methyl)piperidin-1-yl)pyridin-2-yl)-1-(4-cyano-3-(trifluoromethyl)phenyl)piperidine-4-carboxamide